methylphosphonic acid (2-propynyl) (1,1-dimethyl-2-propynyl) ester CC(C#C)(C)OP(OCC#C)(=O)C